(S)-1-(7-tosyl-4-((1-(3,4,5-trimethoxyphenyl)-1H-imidazol-4-yl)amino)-7H-pyrrolo[2,3-d]pyrimidin-2-yl)pyrrolidine-2-carboxamide S(=O)(=O)(C1=CC=C(C)C=C1)N1C=CC2=C1N=C(N=C2NC=2N=CN(C2)C2=CC(=C(C(=C2)OC)OC)OC)N2[C@@H](CCC2)C(=O)N